(3S)-3-((S)-sec-butyl)-5-methyl-1,3,4,5-tetrahydro-2H-benzo[e][1,4]Diazepin-2-one [C@H](C)(CC)[C@@H]1NC(C2=C(NC1=O)C=CC=C2)C